4'-(1,4-phenylenebis(1-methylethylene))bisaniline C1(=CC=C(C=C1)C(CNC1=CC=CC=C1)C)C(CNC1=CC=CC=C1)C